P(OCC(C)C)([O-])([O-])=O isobutyl phosphorate